FC1=C(C(=O)N[C@@H](C(=O)N2CCC3([C@H](CN(C3)C)C3=CC=C(C=C3)F)CC2)C(C)C)C=C(C=C1)C(F)(F)F 2-fluoro-N-((R)-1-((R)-4-(4-fluorophenyl)-2-methyl-2,8-diazaspiro[4.5]-decan-8-yl)-3-methyl-1-oxobutan-2-yl)-5-(trifluoromethyl)benzamide